(1S,2S)-2-(3-chlorophenyl)-N-(6-((2S,3S,4R)-2-(6-cyclopropylimidazo[1,2-a]pyridin-2-yl)-3,4-dihydroxypyrrolidin-1-yl)pyrimidin-4-yl)cyclopropane-1-carboxamide ClC=1C=C(C=CC1)[C@@H]1[C@H](C1)C(=O)NC1=NC=NC(=C1)N1[C@H]([C@@H]([C@@H](C1)O)O)C=1N=C2N(C=C(C=C2)C2CC2)C1